1-{3-chloro-2-fluoro-5-[(2R)-2-methylmorpholin-4-yl]phenyl}-3-[(1-ethyl-1H-pyrazol-4-yl)methyl]-4-methyl-1,3-dihydro-2H-imidazol-2-one ClC=1C(=C(C=C(C1)N1C[C@H](OCC1)C)N1C(N(C(=C1)C)CC=1C=NN(C1)CC)=O)F